N-(3-chloro-5-(methylsulfonamido)phenyl)-5-(3-((3,5-difluorobenzyl)oxy)-5-fluoropyridin-2-yl)-1H-pyrrole-3-carboxamide ClC=1C=C(C=C(C1)NS(=O)(=O)C)NC(=O)C1=CNC(=C1)C1=NC=C(C=C1OCC1=CC(=CC(=C1)F)F)F